aluminum (propyl acetoacetate) C(CC)CC(CC(=O)[O-])=O.[Al+3].C(CC)CC(CC(=O)[O-])=O.C(CC)CC(CC(=O)[O-])=O